6-(4-(4-isopropylpiperazin-1-yl)phenyl)-N-(4-methoxypyridin-2-yl)-1,2-dimethyl-1H-benzo[d]imidazol-4-amine C(C)(C)N1CCN(CC1)C1=CC=C(C=C1)C=1C=C(C2=C(N(C(=N2)C)C)C1)NC1=NC=CC(=C1)OC